N-((1R,3s,5S)-8-Benzyl-8-azabicyclo[3.2.1]octan-3-yl)-1-phenyl-1H-indol-6-carboxamid C(C1=CC=CC=C1)N1[C@H]2CC(C[C@@H]1CC2)NC(=O)C2=CC=C1C=CN(C1=C2)C2=CC=CC=C2